ClC=1C=C(C=CC1)C1=NNC(=C1C1=CC=CC=C1)N 3-(3-chlorophenyl)-4-phenyl-1H-pyrazol-5-amine